C(C)(C)C1=CN=CC(=N1)NC1=C(C=NN1C)C1=NC=C(C=N1)C1=CC=C(C=C1)C1(CC1)C(=O)O 1-[4-[2-[5-[(6-isopropylpyrazin-2-yl)amino]-1-methyl-pyrazol-4-yl]pyrimidin-5-yl]phenyl]cyclopropanecarboxylic acid